C(C)(C)NC1=C(C=C(C(=O)OC)C=C1Br)Br methyl 4-(N-isopropylamino)-3,5-dibromobenzoate